8-methylquinoline CC=1C=CC=C2C=CC=NC12